methyl 6-{1-[(5-fluoropyridin-2-yl)carbamoyl]cyclobutyl}-3,4-dihydroquinoline-1(2H)-carboxylate FC=1C=CC(=NC1)NC(=O)C1(CCC1)C=1C=C2CCCN(C2=CC1)C(=O)OC